OCC[N+](CCOC(CCCCCCCCCCCCCCCCC)=O)(CCOC(CCCCCCCCCCCCCCCCC)=O)C (2-Hydroxyethyl)methyl-bis[2-[(1-oxooctadecyl)oxy]-ethyl]ammonium